[O].O1CC=CC=C1 Oxinine oxygen